N-(2-((5-bromo-2-((2-(4-methylpiperazin-1-yl)quinoxalin-6-yl)amino)pyrimidin-4-yl)amino)phenyl)methylsulfonamide BrC=1C(=NC(=NC1)NC=1C=C2N=CC(=NC2=CC1)N1CCN(CC1)C)NC1=C(C=CC=C1)CNS(=O)=O